C1(CC1)C1=CC2=C(N(C(N=C2N2[C@H](CNCC2)C)=O)C=2C(=NC=CC2C)C(C)C)N=C1C1=C(C=C(C=C1)F)OC (S)-6-cyclopropyl-7-(4-fluoro-2-methoxyphenyl)-1-(2-isopropyl-4-methylpyridin-3-yl)-4-(2-methylpiperazin-1-yl)pyrido[2,3-d]pyrimidin-2(1H)-one